FC(OC1=C(C=CC(=C1F)F)[C@@H]1[C@@H](O[C@]([C@H]1C)(C(F)(F)F)C)C(=O)NC1=CC(=NC=C1)C(=O)NC)F 4-((2R,3R,4S,5R)-3-(2-(difluoromethoxy)-3,4-difluorophenyl)-4,5-dimethyl-5-(trifluoromethyl)tetrahydrofuran-2-carboxamido)-N-methylpicolinamide